6,6'-bis[(S)-2-hydroxypropyl]-[1,1'-biphenyl]-3,3',4,4'-tetraol O[C@H](CC1=CC(=C(C=C1C1=CC(=C(C=C1C[C@H](C)O)O)O)O)O)C